methyl 5-(4-(1,3-dimethyl-2-oxo-7-(tetrahydro-2H-pyran-4-yl)-1,2-dihydroquinolin-5-yl)-3,4-dihydro-2H-pyrido[4,3-b][1,4]oxazin-7-yl)picolinate CN1C(C(=CC2=C(C=C(C=C12)C1CCOCC1)N1C2=C(OCC1)C=C(N=C2)C=2C=CC(=NC2)C(=O)OC)C)=O